FC=1C=CC(=NC1)C1=NN2C(CO[C@@H](C2)C)=C1C1=C2C(=NC=C1)NN=C2 (R)-2-(5-Fluoro-2-pyridyl)-6-methyl-3-(1H-pyrazolo[3,4-b]pyridin-4-yl)-6,7-dihydro-4H-pyrazolo[5,1-c][1,4]oxazine